OC(CCCC)C1=C(C(=O)O)C=CC=C1.OC1CCC(CC1)N 4-hydroxycyclohexane-1-amine 2-(1-hydroxypentyl)benzoate